phenyl amino-azetidine-1-carboxylate NC1N(CC1)C(=O)OC1=CC=CC=C1